O=C1CC[C@H]2CN(C[C@H]21)C(=O)OC(C)(C)C 2-Methyl-2-propanyl (3aS,6aR)-4-oxohexahydrocyclopenta[c]pyrrole-2(1H)-carboxylate